4-(3-chloro-5-methyl-6-oxo-8H-pyrimido[5,4-c]pyridazin-7-yl)-3,4-dihydro-2H-quinoline-1-carboxylic acid tert-butyl ester C(C)(C)(C)OC(=O)N1CCC(C2=CC=CC=C12)N1C(N(C2=C(N=NC(=C2)Cl)C1)C)=O